2-(di-tert-butylphosphino)-3-methoxy-6-methyl-2',4',6'-triisopropylbiphenyl C(C)(C)(C)P(C1=C(C(=CC=C1OC)C)C1=C(C=C(C=C1C(C)C)C(C)C)C(C)C)C(C)(C)C